BrC1=CC=C(C=C1)\C=C\C1=CC=C(C=C1)[N+](=O)[O-] (E)-1-bromo-4-(4-nitrostyryl)benzene